Cl.Cl.FC1(C(CNC1)OCC1C[NH+](CCO1)C)F 2-[(4,4-Difluoropyrrolidin-3-yl)oxymethyl]-4-methyl-morpholinium dihydrochloride